ClC=1N=CC2=C(C=CC(=C2C1)[C@@H](CC)N[S@@](=O)C(C)(C)C)OC (S)-N-((R)-1-(3-chloro-8-methoxyisoquinolin-5-yl)propyl)-2-methylpropane-2-sulfinamide